FC=1C=C2C(=CC(=NC2=CC1)C(F)(F)F)NCC1(CCN(CC1)S(=O)(=O)N)C1=CC=CC=C1 4-(((6-Fluoro-2-(trifluoromethyl)quinolin-4-yl)amino)methyl)-4-phenylpiperidine-1-sulfonamide